(E)-bis((9H-fluoren-9-yl)methyl) (4-((tert-butyldiphenylsilyl)oxy)-3-cyclobutylbut-2-en-1-yl) phosphate P(=O)(OCC1C2=CC=CC=C2C=2C=CC=CC12)(OCC1C2=CC=CC=C2C=2C=CC=CC12)OCC=C(CO[Si](C1=CC=CC=C1)(C1=CC=CC=C1)C(C)(C)C)C1CCC1